3-(4-(1-oxido-4,5-dihydro-3H-1λ6-isothiazol-1-yl)phenyl)-1,3-dihydro-2H-imidazol-2-one O=S1(=NCCC1)C1=CC=C(C=C1)N1C(NC=C1)=O